NC1=C2N=CN(C2=NC=N1)C[C@@H](C)OCP(OCCCSCCCCCCCCCCCOC1=CC=CC=C1)([O-])=O.[NH4+] ammonium 3-((11-phenoxyundecyl)thio)propyl (R)-(((1-(6-amino-9H-purin-9-yl)propan-2-yl)oxy) methyl)phosphonate